C(C1=CC=CC=C1)S(=O)(=O)ON=C(C)N N'-(toluenesulfonyloxy)-acetamidine